FC1(CC12CCN(CC2)C2=C(C(=O)N)C(=C(C=N2)C(F)(F)F)C)F 2-(1,1-difluoro-6-azaspiro[2.5]octan-6-yl)-4-methyl-5-(trifluoromethyl)nicotinamide